SC=1N(C(=NN1)CCCO)C1=CC=C(C=C1)OC 3-(5-mercapto-4-(4-methoxyphenyl)-4H-1,2,4-triazol-3-yl)propan-1-ol